FC1=C2C=CN(C2=C(C(=C1)F)C1=CSC=C1)COCC[Si](C)(C)C 4,6-difluoro-7-(thiophen-3-yl)-1-((2-(trimethylsilyl)ethoxy)methyl)-1H-indole